C(CC)C1=CC=CC=C1 normal propylbenzene